Benzyl(dodecyl)dimethylazanium C(C1=CC=CC=C1)[N+](C)(C)CCCCCCCCCCCC